3-(4-oxo-3H-quinazolin-2-yl)butanoic acid O=C1NC(=NC2=CC=CC=C12)C(CC(=O)O)C